3-chloro-4-(9-(3-chlorobenzyl)-6-(1-methylcyclopropoxy)-9H-purin-8-yl)benzoic acid ClC=1C=C(C(=O)O)C=CC1C=1N(C2=NC=NC(=C2N1)OC1(CC1)C)CC1=CC(=CC=C1)Cl